CS(=O)(=O)[C@H]1CN(CC1)C1=CC=C(C=C1)B1OC(C(O1)(C)C)(C)C (R)-3-(methylsulfonyl)-1-(4-(4,4,5,5-tetramethyl-1,3,2-dioxaborolan-2-yl)phenyl)pyrrolidine